(3e)-(N,N-dimethyl-1H-indole-1-carboxamide) CN(C(=O)N1C=CC2=CC=CC=C12)C